NC1=C(C(N(C(=N1)N1CCC2([C@@H]([C@@H](OC2)C)N)CC1)C)=O)SC1=C(C(=CC=C1)Cl)Cl 6-amino-2-((3S,4S)-4-amino-3-methyl-2-oxa-8-azaspiro[4.5]decan-8-yl)-5-((2,3-dichlorophenyl)thio)-3-methylpyrimidin-4(3H)-one